tert-butyl (2-(bis(3-(((Z)-octadec-9-en-1-yl)amino)-3-oxopropyl)amino)ethyl)carbamate C(CCCCCCC\C=C/CCCCCCCC)NC(CCN(CCNC(OC(C)(C)C)=O)CCC(NCCCCCCCC\C=C/CCCCCCCC)=O)=O